Cl.CS(=O)(=O)C1CNC1 3-(methylsulfonyl)azetidine hydrochloride